4-((5-(4-methoxyphenyl)-1H-pyrazol-3-yl)amino)-3-methylphenol COC1=CC=C(C=C1)C1=CC(=NN1)NC1=C(C=C(C=C1)O)C